C(C)(C)(C)OC(=O)N1CC2=C(CC1)N(N=C2CC(=O)O)C2=CC=C(C=C2)C2CCC2 2-(5-(tert-butoxycarbonyl)-1-(4-cyclobutylphenyl)-4,5,6,7-tetrahydro-1H-pyrazolo[4,3-c]pyridin-3-yl)acetic acid